BrC1=CC=2N(C=C1C)N=C(C2C(=O)O)C2CC2 5-bromo-2-cyclopropyl-6-methylpyrazolo[1,5-a]pyridine-3-carboxylic acid